(Z)-1-(4-amino-2-fluorobut-2-en-1-yl)-4-(3-(N-cyclopropylsulfamoyl)phenyl)-N,N,2-trimethyl-1H-benzo[d]imidazole-6-carboxamide hydrochloride Cl.NC\C=C(\CN1C(=NC2=C1C=C(C=C2C2=CC(=CC=C2)S(NC2CC2)(=O)=O)C(=O)N(C)C)C)/F